O=C1NC2=C(CCC1)C=CC=C2 2-oxo-1,3,4,5-tetrahydro-1-benzazepin